The molecule is a tricarboxylic acid consisting of 2-oxoglutaric acid having a further carboxy group at the 3-position. It is a substrate of the citric acid cycle. It has a role as a fundamental metabolite. It derives from a 2-oxoglutaric acid. It is a conjugate acid of an oxalatosuccinate(3-). C(C(C(=O)C(=O)O)C(=O)O)C(=O)O